COC(C1=C(C=CC=C1)NC(C)C=1C=C(C=C2C(C=C(OC12)N1CC2=CC=CC=C2C1)=O)C)=O.CN1C(C(=CC2=CC=CC=C12)C#N)=O 1-methyl-2-oxo-1,2-dihydroquinoline-3-carbonitrile methyl-2-[1-(2-isoindolin-2-yl-6-methyl-4-oxo-chromen-8-yl)ethylamino]benzoate